C(C(=O)O)C(CC(=O)O)(C(=O)O)O.[Mg] magnesium hydrogencitrate